monoammonium triacetate C(C)(=O)[O-].C(C)(=O)O.C(C)(=O)O.[NH4+]